N-(2-chloro-3-(3'-chloro-6-methoxy-5-((((5-oxopyrrolidin-2-yl)methyl)amino)methyl)-[2,4'-bipyridin]-2'-yl)phenyl)-5-(((3-fluoropropyl)amino)methyl)picolinamide ClC1=C(C=CC=C1C1=NC=CC(=C1Cl)C1=NC(=C(C=C1)CNCC1NC(CC1)=O)OC)NC(C1=NC=C(C=C1)CNCCCF)=O